2-methoxy-4-[(E)-[2-methoxyethyl-(5-methyl-1,1-dioxo-1,2-benzothiazol-3-yl)hydrazono]methyl]phenol COC1=C(C=CC(=C1)/C=N/N(C1=NS(C2=C1C=C(C=C2)C)(=O)=O)CCOC)O